C1(=CC=CC=C1)C1=NC=2N(C(=C1)C1=CC=CC=C1)N=C(C2)C(=O)N=[N+]=[N-] 5,7-diphenylpyrazolo[1,5-a]pyrimidine-2-carbonyl azide